trans-4-(((trans-4-(6-Cyano-5-methoxy-pyridin-2-yl)cyclohexyl)methyl)(3-(1-isopropyl-1H-pyrazol-4-yl)phenyl)-carbamoyl)cyclohexyl methylcarbamate CNC(O[C@@H]1CC[C@H](CC1)C(N(C1=CC(=CC=C1)C=1C=NN(C1)C(C)C)C[C@@H]1CC[C@H](CC1)C1=NC(=C(C=C1)OC)C#N)=O)=O